N1(N=CN=C1)C1CC2(CNC2)C1 6-(1,2,4-triazol-1-yl)-2-azaspiro[3.3]heptane